C(#N)C1=CC=C(C=C1)C(CNC(C(=O)NC1=NC=C(C=C1)C=1C=NN(C1)C(F)F)C1=CC=CC=C1)C 2-((2-(4-cyanophenyl)propyl)amino)-N-(5-(1-(difluoromethyl)-1H-pyrazol-4-yl)pyridin-2-yl)-2-phenylacetamide